(S)-6-(6-carboxy-cuban-3-yl)-4-(2-chloro-3,4-difluoro-phenyl)-2-thiazol-2-yl-1,4-dihydro-pyrimidine-5-carboxylic acid isopropyl ester C(C)(C)OC(=O)C=1[C@H](N=C(NC1C12C3C4C5(C3C1C5C42)C(=O)O)C=4SC=CN4)C4=C(C(=C(C=C4)F)F)Cl